4-((8-methyl-2,3-dihydro-1H-pyrido[2,3-b][1,4]oxazin-7-yl)amino)-N-(4-(4-methylpiperazin-1-yl)phenyl)-6-oxo-1,6-dihydropyrimidine-5-carboxamide CC1=C(C=NC=2OCCNC21)NC=2N=CNC(C2C(=O)NC2=CC=C(C=C2)N2CCN(CC2)C)=O